C(#N)C1=C(C=C(C=C1)N1C(N(C(C1=O)(C)C)C1=CC=C(OCCCOCCOCCOCCNC(OC(C)(C)C)=O)C=C1)=S)C(F)(F)F tert-butyl (2-(2-(2-(3-(4-(3-(4-cyano-3-(trifluoromethyl)phenyl)-5,5-dimethyl-4-oxo-2-thioxoimidazolidin-1-yl)phenoxy)propoxy)ethoxy)ethoxy)ethyl)carbamate